COC1=C(N)C=C(C=C1C)C 2-methoxy-3,5-dimethylaniline